2-[[2-[2-[2-[2-[2,3-bis[(Z)-octadec-9-enoxy]propoxycarbonylamino]ethoxy]ethoxy]ethoxy]-2-oxo-ethyl]-tert-butoxycarbonyl-amino]ethyl 2-[tert-butoxycarbonyl(2-methoxyethyl)amino]acetate C(C)(C)(C)OC(=O)N(CC(=O)OCCN(C(=O)OC(C)(C)C)CC(=O)OCCOCCOCCNC(=O)OCC(COCCCCCCCC\C=C/CCCCCCCC)OCCCCCCCC\C=C/CCCCCCCC)CCOC